COC1=CC=C(C=C1)C(OC[C@]1(COC[C@@H](O1)N1C=2N=C(NC(C2N=C1)=O)NC(C(C)C)=O)CO)(C1=CC=CC=C1)C1=CC=C(C=C1)OC N-[9-[(2R,6R)-6-[[bis(4-methoxyphenyl)-phenyl-methoxy]methyl]-6-(hydroxymethyl)-1,4-dioxan-2-yl]-6-oxo-1H-purin-2-yl]-2-methyl-propanamide